[N-](S(=O)(=O)C(F)(F)F)S(=O)(=O)C(F)(F)F.[N-](S(=O)(=O)C(F)(F)F)S(=O)(=O)C(F)(F)F bis(trifluoromethanesulfonyl)imide (Bis(trifluoromethylsulfonyl) imide)